quinoline compound with fluorine [F].N1=CC=CC2=CC=CC=C12